Cl.ClC1=CC(=CC=2C(=C3C(=NC12)CCC3)N)Cl 5,7-dichloro-1H,2H,3H-cyclopenta[b]quinoline-9-amine hydrochloride